tert-butyl 3-[(3aR,4R,6R,6aS)-6-{4-chloro-5-iodopyrrolo[2,3-d]pyrimidin-7-yl}-2,2-dimethyl-tetrahydro-3aH-cyclopenta[d][1,3]dioxol-4-yl]-5,6-dihydro-2H-pyridine-1-carboxylate ClC=1C2=C(N=CN1)N(C=C2I)[C@@H]2C[C@@H]([C@@H]1[C@H]2OC(O1)(C)C)C=1CN(CCC1)C(=O)OC(C)(C)C